C1(=CCCCC1)C=C(C(=O)O)C.C(C(=C)C)(=O)O.C=C ethylene methacrylate cyclohexenyl-methylacrylate